COC1=C(C=CC=C1)P(C1=C(C=CC=C1)OC)CC1(CC1)CP(C1=C(C=CC=C1)OC)C1=C(C=CC=C1)OC 1,1-bis[bis(2-methoxyphenyl)phosphinomethyl]cyclopropane